S1C(=NC2=C1C=CC=C2)C2=C(C(C=O)=CC(=C2)C)O 3-(benzothiazol-2-yl)-5-methylsalicylaldehyde